O1CCN(CC1)C=1C2=C(N=CN1)NC(=C2)C2=CC=C(OCC1=NC=CC(=C1)CN1C[C@@H](CCC1)NC(C=C)=O)C=C2 (R)-N-(1-((2-((4-(4-morpholino-7H-pyrrolo[2,3-d]pyrimidin-6-yl)phenoxy)methyl)pyridin-4-yl)methyl)piperidin-3-yl)acrylamide